3-(3-acetyl-5-(methoxycarbonyl)-2,6-dimethyl-1,4-dihydropyridin-4-yl)benzo[b]thiophene-5-carboxylic acid C(C)(=O)C1=C(NC(=C(C1C=1C2=C(SC1)C=CC(=C2)C(=O)O)C(=O)OC)C)C